CC(C)(CC)C1C(CCCC1)OC(C)=O acetic acid [2-(2-methylbutan-2-yl) cyclohexyl] ester